C(C)(=O)NC1=CC=C(C=N1)NC(=O)[C@@H]1CC12CCN(CC2)C(=O)OC(C(F)(F)F)C(F)(F)F |o1:13| 1,1,1,3,3,3-hexafluoro-propan-2-yl (R or S)-1-((6-acetamido-pyridin-3-yl)carbamoyl)-6-azaspiro[2.5]octane-6-carboxylate